CC1=CC=C(CNC2=CC=C(C=C2)SC)C=C1 N-(4-methylbenzyl)-4-methylthioaniline